3-ethoxycarbonyl-diazobenzeneacetyl-panthenol C(C)OC(=O)C=1C=C(C=CC1)CC(=O)C(O)C(CNC([C@H](O)C(C)(C)CO)=O)=[N+]=[N-]